BrC1=CC=CC(=N1)C(=O)NC1=C(C=C(C=C1)NC1=NC(=NC=C1SC)N1CCNCC1)OC 6-bromo-N-(2-methoxy-4-((5-(methylsulfanyl)-2-(piperazin-1-yl)pyrimidin-4-yl)amino)phenyl)picolinamide